tert-butyl (5-(4-((9-(tert-butyl)-2-((3R,4R)-3-fluoro-4-(3-(methylsulfonyl)propanamido)pyrrolidin-1-yl)-9H-purin-6-yl)amino)-3-ethyl-1H-pyrazol-1-yl)pentyl)carbamate C(C)(C)(C)N1C2=NC(=NC(=C2N=C1)NC=1C(=NN(C1)CCCCCNC(OC(C)(C)C)=O)CC)N1C[C@H]([C@@H](C1)NC(CCS(=O)(=O)C)=O)F